[C@H]1([C@@H](O)[C@@H](O)[C@H](O)[C@H](O1)CO)OCCN(C(CN(C(CCCCC(=O)NCCCCCC(=O)ON1C(CCC1=O)=O)=O)CC(N(CCO[C@@H]1[C@@H](O)[C@@H](O)[C@H](O)[C@H](O1)CO)CCO[C@@H]1[C@@H](O)[C@@H](O)[C@H](O)[C@H](O1)CO)=O)=O)CCO[C@@H]1[C@@H](O)[C@@H](O)[C@H](O)[C@H](O1)CO 2,5-Dioxopyrrolidin-1-yl 6-(6-{bis[2-(bis{2-[(α-D-mannopyranosyl)oxy]ethyl}amino)-2-oxoethyl]amino}-6-oxohexanamido)hexanoate